(S)-2-Methyl-5-(pyrrolidin-2-ylmethoxy)-N-(1-(7-vinylquinolin-5-yl)cyclopropyl)benzamide CC1=C(C(=O)NC2(CC2)C2=C3C=CC=NC3=CC(=C2)C=C)C=C(C=C1)OC[C@H]1NCCC1